C1(=CC=CC=C1)C1N(CC2(C1)CCCCC2)C2=CC=C(C=C2)C 3-phenyl-2-p-tolyl-2-azaspiro[4.5]decane